SCCCC(=O)O.SCCCC(=O)O.SCCCC(=O)O.C(O)C(CC)(CO)CO trimethylolpropane tris(4-mercaptobutyrate)